FC(CN1N=CC=2C1=NC(=CN2)N2CC1(CC2)CCN(CC1)C1=NC=CC(=C1)C(F)(F)F)F 2-[1-(2,2-difluoroethyl)-1H-pyrazolo[3,4-b]pyrazin-6-yl]-8-[4-(trifluoromethyl)pyridin-2-yl]-2,8-diazaspiro[4.5]decane